C(C)OC1=C(C=C(C=C1)NC1(CCC1)C(=O)OC)C1=NN2C(C(N1)=O)=C(N=C2CCC)C methyl 1-((4-ethoxy-3-(5-methyl-4-oxo-7-propyl-3,4-dihydroimidazo[5,1-f][1,2,4]triazin-2-yl)phenyl)amino)cyclobutane-1-carboxylate